BrC1=CC(=CC=2SC3=C(C21)C=CC=C3)Br 1,3-dibromodibenzothiophene